S(=O)(=O)(O)O.CN(C)CCCC(C(=O)N)=C dimethylaminopropylacrylamide sulfate salt